ClC1=CC(=C(C=C1)N1N=C(C=C1)OCC=C(C(CNC)=NOC)C)F 5-[1-(4-chloro-2-fluorophenyl)pyrazol-3-yl]oxy-2-methoxyimino-N,3-dimethylpent-3-enamine